ClC1=NC=C(C(=N1)NC1=C(C(=O)NC)C=C(C=C1)F)Cl 2-((2,5-Dichloropyrimidin-4-yl)amino)-5-fluoro-N-methyl-benzamide